Methyl 4-(2-(2,2-difluorocyclopropyl)-3,5-difluorophenyl)-2-methyl-5-oxo-1,4,5,7-tetrahydrofuro[3,4-b]pyridine-3-carboxylate FC1(C(C1)C1=C(C=C(C=C1F)F)C1C2=C(NC(=C1C(=O)OC)C)COC2=O)F